NC1=NC=C(C=N1)C=1C=C(C=2N(N1)C(=CN2)C#CC2CC2)N(CC(=O)O)CC2=CC=C(C=C2)OC N-(6-(2-aminopyrimidin-5-yl)-3-(cyclopropylethynyl)imidazo[1,2-b]pyridazin-8-yl)-N-(4-methoxybenzyl)glycine